COC=1C=CC=2NC3=CC=C(C=C3C2C1)OC 3,6-Dimethoxycarbazole